FC(C1=CC=C(C(=N1)OC)[C@@H]1[C@H](O[C@@]([C@@H]1C)(C(F)(F)F)C)C(=O)NC=1C=CC(=NC1)C(=O)N)F |o1:10,11,13,14| rel-5-((2S,3R,4R,5S)-3-(6-(difluoromethyl)-2-methoxypyridin-3-yl)-4,5-dimethyl-5-(trifluoromethyl)tetrahydrofuran-2-carboxamido)picolinamide